2-hydroxy-3-(p-tolyl)propanoic acid OC(C(=O)O)CC1=CC=C(C=C1)C